C(C(CCCC)O)O hexan-2-olol